(cyclohex-1-en-1-yl)-N-(tetrahydro-2H-pyran-4-yl)-1-((2-(trimethyl-silyl)ethoxy)methyl)-1H-pyrrolo[3,2-c]pyridin-6-amine C1(=CCCCC1)C1=CC=2C=NC(=CC2N1COCC[Si](C)(C)C)NC1CCOCC1